C(C)C(C(C(=O)O)(NC(C(CC1=CC(NC2=CC=CC=C12)=O)NC(C1=CC=C(C=C1)Cl)=O)=O)CC)CC(=O)O diethyl-2-[2-(4-chlorobenzoylamino)-3-(2-oxo-1,2-dihydroquinolin-4-yl)propionylamino]pentane-1,5-dioic acid